FC1(CC2(CN(C2)C2=CC=C(C=N2)C2CN(C2)C(=O)OC(C)(C)C)C1)F tert-butyl 3-[6-(6,6-difluoro-2-azaspiro[3.3]heptan-2-yl)-3-pyridyl]azetidine-1-carboxylate